[Si](C)(C)(C(C)(C)C)O[C@@H]1CN(C[C@@H](CC1)OCCCC1=C(C=CC2=CC(=CC(=C12)OS(=O)(=O)C(F)(F)F)O[Si](C(C)C)(C(C)C)C(C)C)F)C(=O)OC(C)(C)C |o1:8,12| tert-butyl rel-(3S,6R)-3-((tert-butyldimethylsilyl)oxy)-6-(3-(2-fluoro-8-(((trifluoromethyl)sulfonyl)oxy)-6-((triisopropylsilyl)oxy)naphthalen-1-yl)propoxy)azepane-1-carboxylate